beta-ethylsulfonic acid CCS(=O)(=O)O